4-piperazinylphenylboronic acid N1(CCNCC1)C1=CC=C(C=C1)B(O)O